(3,4-difluorophenyl)-2-hydroxybenzamide FC=1C=C(C=CC1F)C=1C(=C(C(=O)N)C=CC1)O